ClC=1C=C2C(=CC1)NC(C21CCN(CC1)CCOC1=CC2=C(N(C(=N2)C#N)C2CC(C2)(C)O)C(=C1)C(F)(F)F)=O 5-[2-(5-chloro-2-oxospiro[indoline-3,4'-piperidin]-1'-yl)ethoxy]-1-(3-hydroxy-3-methylcyclobutyl)-7-(trifluoromethyl)-1H-1,3-benzimidazole-2-carbonitrile